8-amino-3-(4-methoxybenzyl)-2-methylquinazolin-4(3H)-one NC=1C=CC=C2C(N(C(=NC12)C)CC1=CC=C(C=C1)OC)=O